Cl.CN(C(C1=C(C=C(C=C1)C1=CNC2=NC=C(N=C21)C=2C=C1CCNCC1=C(C2)C)C)=O)C N,N,2-trimethyl-4-(2-(8-methyl-1,2,3,4-tetrahydroisoquinolin-6-yl)-5H-pyrrolo[2,3-b]pyrazin-7-yl)benzamide hydrochloride